[C@H]12CNC[C@H](CC1)N2C2=NC(=NC1=C(C(=C(C=C21)Cl)C2=CC=CC1=C2N=C(S1)N)F)OC[C@H]1N(CCC1)C 4-(4-((1R,5S)-3,8-diaza-bicyclo[3.2.1]octan-8-yl)-6-chloro-8-fluoro-2-(((S)-1-methylpyrrolidin-2-yl)meth-oxy)quinazolin-7-yl)benzo-[d]thiazol-2-amine